C1(CC1)S(=O)(=O)C=1C=C(OC[C@H](CN[C@H]2COC3(C2)CCN(CC3)S(=O)(=O)C=3C=NC2=C(C=CC=C2C3O)C)O)C=CC1 3-((R)-3-((S)-3-(3-(Cyclopropylsulfonyl)phenoxy)-2-hydroxypropylamino)-1-oxa-8-azaspiro[4.5]decan-8-ylsulfonyl)-8-methylchinolin-4-ol